ethyl-2-aminoacetat C(C)OC(CN)=O